ClC1=C(C=CC(=C1)C#N)C=1C=CC(=C2C=CC=NC12)C[C@@H](C(=O)O)NC(C1=C(C=C(C=C1F)N1[C@H](CNCC1)C(F)(F)F)F)=O (S)-3-(8-(2-chloro-4-cyanophenyl)quinolin-5-yl)-2-(2,6-difluoro-4-((R)-2-((trifluoromethyl))piperazin-1-yl)benzoylamino)propionic acid